6-Amino-9-[[6-(2,5-diazabicyclo[2.2.2]octan-2-yl)-3-pyridyl]methyl]-2-dimethylphosphoryl-7H-purin-8-one NC1=C2NC(N(C2=NC(=N1)P(=O)(C)C)CC=1C=NC(=CC1)N1C2CNC(C1)CC2)=O